1-(5-phenyl-4,5-dihydro-1H-pyrazole-1-carbonyl)cyclopentane-carbonitrile C1(=CC=CC=C1)C1CC=NN1C(=O)C1(CCCC1)C#N